pentamethyl-cyclopentadienyl-tri(dimethylamino)titanium CC1=C(C(=C(C1([Ti](N(C)C)(N(C)C)N(C)C)C)C)C)C